(2S,3S,5S)-5-amino-2-(N-((5-thiazolyl)-methoxycarbonyl)amino)-1,6-diphenyl-3-hydroxyhexane hydrochloride Cl.N[C@H](C[C@@H]([C@H](CC1=CC=CC=C1)NC(=O)OCC1=CN=CS1)O)CC1=CC=CC=C1